N[C@@H]1[C@H](CCCCCC1)C1=C(C2=NC(=CC(=C2S1)NCC=1SC=CC1)Cl)CC 2-((1S,2S)-2-aminocyclooctyl)-5-chloro-3-ethyl-N-(thiophen-2-ylmethyl)thieno[3,2-b]pyridin-7-amine